CC(CCCCCCCCCC)S 2-dodecanthiol